2-(((1S,2R,3R,4R,5S)-2,3-dihydroxy-1-(hydroxymethyl)-6,8-dioxabicyclo[3.2.1]octan-4-yl)amino)-6-methoxypyrimidine-4-carbonitrile O[C@H]1[C@@]2(CO[C@H]([C@@H]([C@H]1O)NC1=NC(=CC(=N1)C#N)OC)O2)CO